C1(=CC=CC=C1)C1(CCCCCCCCC(CCCCC1)=O)C1=CC=CC=C1 diphenylcyclopentadecan-10-one